N-(2-{4-amino-2-ethoxymethyl-7-[6-(methylsulfonylamino)hexyloxy]-1H-imidazo[4,5-c]quinolin-1-yl}-1,1-dimethylethyl)acetamide NC1=NC=2C=C(C=CC2C2=C1N=C(N2CC(C)(C)NC(C)=O)COCC)OCCCCCCNS(=O)(=O)C